ClC1=C(C=C(C=C1)CO)NC=1N=CC2=C(N1)N1C(C(=C2)C2=C(C=CC=C2)Cl)=NCC1 (4-chloro-3-((6-(2-chlorophenyl)-8,9-dihydroimidazo[1',2':1,6]pyrido[2,3-d]pyrimidin-2-yl)amino)phenyl)methanol